C(CCCC)NO pentylaminoalcohol